C(CCCCCCC)(=O)O.[F] fluorine octanoic acid anion